1-((S)-4-benzyl-2-methylpiperazin-1-yl)-3-((1,3-bis(3-fluoro-9H-carbazol-9-yl)propan-2-yl)oxy)propan-2-ol C(C1=CC=CC=C1)N1C[C@@H](N(CC1)CC(COC(CN1C2=CC=CC=C2C=2C=C(C=CC12)F)CN1C2=CC=CC=C2C=2C=C(C=CC12)F)O)C